3-((benzyloxy)methyl)-1,2,4-thiadiazole-5-carboxylate C(C1=CC=CC=C1)OCC1=NSC(=N1)C(=O)[O-]